[2-(3-phenylureido)phenyl]benzenesulfonamide C1(=CC=CC=C1)NC(NC1=C(C=CC=C1)C1=C(C=CC=C1)S(=O)(=O)N)=O